C1(=CC=CC=C1)C1=NC(=NC(=N1)C1=CC=CC=C1)C1=C(C=C(OC(C(=O)OCC)CCCCCC)C=C1)O ethyl 2-[4-(4,6-di-phenyl-1,3,5-triazin-2-yl)-3-hydroxy-phenoxy]octanoate